C1(C=CC(N1CCCCCCN1C(C=CC1=O)=O)=O)=O 1,6-bismaleimidohexane